N1(CCC1)C=1SC2=C(N=C(N=C2C2=C(C=C(C=C2)C(F)(F)F)F)[C@@H]2C[C@@H](OCC2)C=2C=NN(C2)C2CC2)N1 2-(azetidin-1-yl)-5-[(2R,4S)-2-(1-cyclopropylpyrazol-4-yl)tetrahydropyran-4-yl]-7-[2-fluoro-4-(trifluoromethyl)phenyl]thiazolo[4,5-d]pyrimidine